(S)-6-chloro-2-(3,4-difluorophenyl)-5-((2-oxopiperidin-3-yl)amino)-1H-benzo[d]imidazole-4,7-dione ClC1=C(C(C2=C(NC(=N2)C2=CC(=C(C=C2)F)F)C1=O)=O)N[C@@H]1C(NCCC1)=O